(2s,4r)-N-[3-[[[4-[[3-(2,3-difluoro-4-methoxy-phenyl)imidazo[1,2-a]pyrazin-8-yl]amino]-2-methyl-phenyl]-methyl-oxo-λ6-sulfenyl]amino]propyl]-4-hydroxy-pyrrolidine-2-carboxamide FC1=C(C=CC(=C1F)OC)C1=CN=C2N1C=CN=C2NC2=CC(=C(C=C2)S(=O)(C)=NCCCNC(=O)[C@H]2NC[C@@H](C2)O)C